(3-methoxy-2-methyl-phenyl)boronic acid COC=1C(=C(C=CC1)B(O)O)C